ClC1=NC=CC2=C1CO[C@]21CN(CCC1)CC1=C(N=C(S1)NC(C)=O)F (S)-N-(5-((4-chloro-3H-spiro[furo[3,4-c]pyridine-1,3'-piperidin]-1'-yl)methyl)-4-fluorothiazol-2-yl)acetamide